8-(4-(bis(4-fluorophenyl)methyl)piperazin-1-yl)-7-cyano-5-methyl-6-oxo-5,6-dihydro-1,5-naphthyridine-2-carboxylic acid FC1=CC=C(C=C1)C(N1CCN(CC1)C1=C(C(N(C=2C=CC(=NC12)C(=O)O)C)=O)C#N)C1=CC=C(C=C1)F